OC1=CC=C(C=C1C)CC1(CC=C(C=C1)O)C 4-[1-(4-Hydroxy-5-methylphenyl)methyl]-4-methylphenol